O(C1=CC=CC=C1)C=1C=C2COC(C2=CC1)=O 5-phenoxyisobenzofuran-1(3H)-one